C(C)(C)(C)C=1C=C(C=C(C1O)C(C)(C)C)CCC(=O)Cl 3,5-bis(tert-butyl)-4-hydroxy-phenylpropionyl chloride